ClC1=NC=CC(=N1)N1C(CCC1)=O 1-(2-chloropyrimidin-4-yl)pyrrolidin-2-one